CC1=CC=CC(=N1)C=1N=C2N(C1C1=CC=3C=NC=CC3S1)CCN2 2-[2-(6-methyl-pyridin-2-yl)-6,7-dihydro-5H-imidazo[1,2-a]imidazol-3-yl]-thieno[3,2-c]pyridine